NC1=CC(=C2C=C(N=CC2=C1)Cl)S(=O)(=O)C(=O)N(C)C ((7-amino-3-chloroisoquinolin-5-yl)sulfonyl)-N,N-dimethylformamide